ethyl (5-isobutyl-3,7-dimethyloct-5-en-1-yl) oxalate C(C(=O)OCCC(CC(=CC(C)C)CC(C)C)C)(=O)OCC